FC1=CC=C(C=C1)N1N=CC2=C1N=C1N(CCC3=C1NC1=CC=CC=C31)C2=O 1-(4-fluorophenyl)-6,7-dihydro-1H-pyrazolo[3'',4'':4',5']pyrimido[1',2':1,2]pyrido[3,4-b]indol-4(12H)-one